C[Ga](C)C trimethyl-gallium